C(CCC)N1C(C2=CN=CC=C2C=C1)=O 2-butyl-2,7-naphthyridin-1(2H)-one